3-[1-(4-bromo-2,6-difluoro-phenyl)azetidin-3-yl]Propionic acid ethyl ester C(C)OC(CCC1CN(C1)C1=C(C=C(C=C1F)Br)F)=O